2-[2-fluoro-4-[3-(2-oxooxazolidin-3-yl)propoxy]phenoxy]-4-(4-methyl-1,2,4-triazol-3-yl)benzonitrile FC1=C(OC2=C(C#N)C=CC(=C2)C2=NN=CN2C)C=CC(=C1)OCCCN1C(OCC1)=O